1H-pyrido[3,4-d]pyrimidin-4(2H)-one N1CNC(C2=C1C=NC=C2)=O